7-(4-fluorobenzyl)-1-(3-hydroxypropyl)-8-methoxy-3-methyl-1H-purine-2,6(3H,7H)-dione FC1=CC=C(CN2C(=NC=3N(C(N(C(C23)=O)CCCO)=O)C)OC)C=C1